1-(3,4-dichlorophenyl)-2-(2-(3,4-dichlorophenyl)-3-hydroxy-5-methoxy-1-(4-methoxyphenyl)-1H-indol-4-yl)ethane-1,2-dione ClC=1C=C(C=CC1Cl)C(C(=O)C1=C2C(=C(N(C2=CC=C1OC)C1=CC=C(C=C1)OC)C1=CC(=C(C=C1)Cl)Cl)O)=O